(R)-3-(1-(1-((R)-1-(2,4-dichlorophenyl)ethyl)-4-(difluoromethyl)-1H-benzo[d][1,2,3]triazol-6-yl)azetidin-3-yl)piperidin ClC1=C(C=CC(=C1)Cl)[C@@H](C)N1N=NC2=C1C=C(C=C2C(F)F)N2CC(C2)[C@@H]2CNCCC2